trans-8-((4-((cyclopropylmethyl)(pyridin-3-yl)amino)cyclohexyl)(methyl)amino)-5-methyl-6-oxo-5,6-dihydro-1,5-naphthyridine-2,7-dicarbonitrile C1(CC1)CN([C@@H]1CC[C@H](CC1)N(C1=C(C(N(C=2C=CC(=NC12)C#N)C)=O)C#N)C)C=1C=NC=CC1